9-(4-chlorophenyl)carbazole ClC1=CC=C(C=C1)N1C2=CC=CC=C2C=2C=CC=CC12